2-[2-oxo-3-[4-(4,4,5,5-tetramethyl-1,3,2-dioxaborolan-2-yl)phenyl]benzimidazol-1-yl]-N-(2,2,2-trifluoroethyl)acetamide O=C1N(C2=C(N1CC(=O)NCC(F)(F)F)C=CC=C2)C2=CC=C(C=C2)B2OC(C(O2)(C)C)(C)C